5-chloro-3-iodo-1-(tetrahydro-2H-pyran-2-yl)-1H-pyrazolo[3,4-c]pyridine ClC=1C=C2C(=CN1)N(N=C2I)C2OCCCC2